C(C\C=C\CC)OC(C1=CC=C(C=C1)O)=O (E)-Hex-3-en-1-yl-4-hydroxybenzoat